N1CC(C1)COC=1C=C(C=CC1OC)NC1=NC(=CC(=N1)NC)C N2-(3-(azetidin-3-ylmethoxy)-4-methoxyphenyl)-N4,6-dimethylpyrimidine-2,4-diamine